C(C1=CC=CC=C1)N1CC2CC(C(C1)N2C(=O)OC(C)(C)C)=CC#N tert-butyl 3-benzyl-6-(cyanomethylene)-3,8-diazabicyclo[3.2.1]octane-8-carboxylate